6-chloro-7-methoxy-4-methyl-3,4-dihydrospiro[1,4-benzoxazine-2,1'-cyclobutane]-8-carboxylic acid ClC=1C(=C(C2=C(N(CC3(CCC3)O2)C)C1)C(=O)O)OC